(S)-7-(4-(5-fluoro-2-methoxyphenyl)piperidin-1-yl)-5-oxa-2-azaspiro[3.4]octane-2-carboxylic acid tert-butyl ester C(C)(C)(C)OC(=O)N1CC2(C1)OC[C@H](C2)N2CCC(CC2)C2=C(C=CC(=C2)F)OC